methyl 4-amino-1-(6-aminopyridin-3-yl)-7-bromo-6-fluoro-2-oxo-1,2-dihydroquinoline-3-carboxylate NC1=C(C(N(C2=CC(=C(C=C12)F)Br)C=1C=NC(=CC1)N)=O)C(=O)OC